(S)-2-azido-3-(1H-indol-3-yl)acrylamide N(=[N+]=[N-])C(C(=O)N)=CC1=CNC2=CC=CC=C12